2-((1R,5S,6R)-3-(2-cyano-5-((S)-2-Methylazetidin-1-yl)pyrido[3,4-b]pyrazin-7-yl)-3-azabicyclo[3.1.0]hexane-6-yl)acetic acid ethyl Ester C(C)OC(CC1[C@@H]2CN(C[C@H]12)C1=CC=2C(=NC=C(N2)C#N)C(=N1)N1[C@H](CC1)C)=O